(2-((4-(2,7-diazaspiro[3.5]nonan-2-yl)pyrimidin-5-yl)oxy)-5-fluorophenyl)((3S,5R)-3,5-dimethylmorpholino)methanone hydrochloride Cl.C1N(CC12CCNCC2)C2=NC=NC=C2OC2=C(C=C(C=C2)F)C(=O)N2[C@H](COC[C@H]2C)C